CC1(CCN(CC1)C=1OC2=C(C=C(C=C2C(C1C)=O)C)C(C)N1C=CC(C2=CC=CC=C12)=O)C 1-[1-[2-(4,4-dimethyl-1-piperidyl)-3,6-dimethyl-4-oxo-chromen-8-yl]ethyl]quinolin-4-one